2,6-diisopropyl-4-(4-methylpiperazin-1-yl)phenol C(C)(C)C1=C(C(=CC(=C1)N1CCN(CC1)C)C(C)C)O